2-((4-(4-fluoro-3-((1-methyl-1H-indazol-5-yl)methoxy)phenyl)-3,6-Dihydropyridin-1(2H)-yl)methyl)-1-(oxetan-2-ylmethyl)-1H-benzo[d]imidazole-6-carboxylic acid FC1=C(C=C(C=C1)C=1CCN(CC1)CC1=NC2=C(N1CC1OCC1)C=C(C=C2)C(=O)O)OCC=2C=C1C=NN(C1=CC2)C